FC=1C=C(C=CC1C(F)(F)F)C1C(=C(NC=2N1N=C(C2)C(=O)OCC)C)C(NC2=CC=1C=NC=CC1S2)=O ethyl 7-(3-fluoro-4-(trifluoromethyl) phenyl)-5-methyl-6-(thieno[3,2-c]pyridin-2-ylcarbamoyl)-4,7-dihydropyrazolo[1,5-a]pyrimidine-2-carboxylate